tert-butyl (2S,5S)-5-(benzyloxy)-2-((difluoromethoxy) methyl)piperidine-1-carboxylate C(C1=CC=CC=C1)O[C@H]1CC[C@H](N(C1)C(=O)OC(C)(C)C)COC(F)F